1-(2-(isoxazol-3-ylamino)-2-oxoethyl)-1-(2-((4-methyl-2-((2-morpholinoethyl)carbamoyl)thiophen-3-yl)amino)-2-oxoethyl)azepan-1-ium O1N=C(C=C1)NC(C[N+]1(CCCCCC1)CC(=O)NC1=C(SC=C1C)C(NCCN1CCOCC1)=O)=O